4,6-dimethoxypyrimidin-5-amine COC1=NC=NC(=C1N)OC